C(C)(C)OC(C)(C)C=1N=C(SC1)NC1=CC=C(C=C1)C(=O)C1=CC=CC=C1 (4-((4-(2-isopropoxyprop-2-yl)thiazol-2-yl)amino)phenyl)(phenyl)methanone